[1,8]naphthyridine-3(2H)-formate N1CC(=CC2=CC=CN=C12)C(=O)[O-]